C[Si](C)(C)CN1CCCCC1 1-((trimethylsilyl)methyl)-piperidine